2-deuterio-5-[(4R,7S,8aS)-4-methyl-7-(4,5,6,7-tetrahydropyrazolo[3,4-c]pyridin-2-yl)-3,4,6,7,8,8a-hexahydro-1H-pyrrolo[1,2-a]pyrazin-2-yl]quinoline-8-carbonitrile [2H]C1=NC2=C(C=CC(=C2C=C1)N1C[C@H]2N([C@@H](C1)C)C[C@H](C2)N2N=C1CNCCC1=C2)C#N